N1-((3-((5r,8r)-3,3-dimethyl-1-oxaspiro[4.5]decan-8-yl)-5,6-dihydro-4H-pyrrolo[1,2-b]-pyrazol-2-yl)methyl)-N1,N2-dimethylethane-1,2-diamine CC1(COC2(C1)CCC(CC2)C2=C1N(N=C2CN(CCNC)C)CCC1)C